tert-butyl (E)-1-oxo-2-(2-(1-trityl-1H-imidazol-4-yl)benzylidene)-7-azaspiro[3.5]nonane-7-carboxylate O=C1/C(/CC12CCN(CC2)C(=O)OC(C)(C)C)=C/C2=C(C=CC=C2)C=2N=CN(C2)C(C2=CC=CC=C2)(C2=CC=CC=C2)C2=CC=CC=C2